cyclohexane-2-sulfonic acid C1C(CCCC1)S(=O)(=O)O